ethoxy-3-nitrobenzonitrile C(C)OC1=C(C#N)C=CC=C1[N+](=O)[O-]